[C@@H]1([C@H](O)[C@@H](O)[C@H](O)[C@H](O1)CO)N1N=NC(=C1)C1=NC2=CC=CC=C2C=C1 1-(β-D-Glucopyranosyl)-4-(quinolin-2-yl)-1,2,3-triazole